[Br-].BrC=1C=C(CC2=C(C=CC=C2)P(C2=CC=CC=C2)C2=CC=CC=C2)C=CC1 3-bromobenzyl-triphenylphosphine bromide